O=C1N(CC=2C=C3C(=CC12)COC31CCNCC1)C1C(NC(CC1)=O)=O 3-{5-oxo-3,5,6,7-tetrahydrospiro[furo[3,4-f]isoindole-1,4'-piperidine]-6-yl}piperidine-2,6-dione